O[C@H](CS(=O)(=O)NC1=CC(=C(C(=O)NC2=NC(=NC(=C2)C)OCCC(F)(F)F)C=C1)N1CCC2(CC2)CC1)C (S)-4-((2-Hydroxypropyl)sulfonamido)-N-(6-methyl-2-(3,3,3-trifluoropropoxy)pyrimidin-4-yl)-2-(6-azaspiro[2.5]octan-6-yl)benzamide